(S)-tert-butyl 4-(5-amino-6-((8-chloronaphthalen-1-yl) carbamoyl)-2-(((S)-1-methylpyrrolidin-2-yl) methoxy) pyrimidin-4-yl)-3-methylpiperazine-1-carboxylate NC=1C(=NC(=NC1C(NC1=CC=CC2=CC=CC(=C12)Cl)=O)OC[C@H]1N(CCC1)C)N1[C@H](CN(CC1)C(=O)OC(C)(C)C)C